C(C)(C)(C)C1=NN(C=C1C#N)C1=C(C=C(C=C1)NC(CC1=C(C=CC=C1)Cl)=O)S(N)(=O)=O N-[4-(3-tert-butyl-4-cyano-1H-pyrazol-1-yl)-3-sulfamoylphenyl]-2-(2-chlorophenyl)acetamide